NCCC1=CC=C(OCCN2C[C@H](CC2)N(C)C)C=C1 (S)-1-(2-(4-(2-aminoethyl)phenoxy)ethyl)-N,N-dimethylpyrrolidin-3-amine